FC=1C(=NC(=NC1)NC1=CC(=C(C=C1)N1CCN(CC1)C)C)N[C@H]1[C@H]([C@@H]2C=C[C@H]1C2)C(=O)N (1S,2S,3R,4R)-3-[[5-fluoro-2-[3-methyl-4-(4-methylpiperazin-1-yl)anilino]pyrimidin-4-yl]amino]bicyclo[2.2.1]hept-5-ene-2-carboxamide